NC1=NC2=CC(=CC=C2C=C1)CN(C(=O)C=1C=NC=CC1)[C@@H]1CCCC=2C=CC=NC12 |r| rac-N-[(2-aminoquinolin-7-yl)methyl]-N-(5,6,7,8-tetrahydroquinolin-8-yl)pyridine-3-carboxamide